C(=O)O.ClC1=C(C(=CC=C1)Cl)N1CC(C1)C1=CC=C(C2=CC=CC=C12)CN1CC(C1)(O)C 1-((4-(1-(2,6-dichlorophenyl)azetidin-3-yl)naphthalen-1-yl)methyl)-3-methylazetidin-3-ol, formic acid salt